BrC1=CC=C(C(=N1)C(=O)OC)N[C@H](C)C=1C=C(C=C2C(C(=C(OC12)SCC)C)=O)C methyl 6-bromo-3-[[(1R)-1-(2-ethylsulfanyl-3,6-dimethyl-4-oxo-chromen-8-yl)ethyl]amino]pyridine-2-carboxylate